FC(CCS(=O)(=O)O)(F)F.C12C(C3CC(CC(C1)C3)C2)C(=O)O 2-adamantanoic acid-trifluoropropanesulfonate salt